[C@H]12CN(C[C@H](CC1)N2)C2=NC(=NC1=C(C(=CC=C21)C2=CC(=CC1=CC=CC=C21)O)F)OCC2C(C2)(F)F 4-(4-((1R,5S)-3,8-diazabicyclo[3.2.1]octan-3-yl)-2-((2,2-difluorocyclopropyl)methoxy)-8-fluoroquinazolin-7-yl)naphthalen-2-ol